(R)-1-(2-chlorophenyl)ethyl (5-(4-(3-carbamoyl-2,2-difluorocyclopropane-1-carboxamido)phenyl)-3-methylisoxazol-4-yl)carbamate C(N)(=O)C1C(C1C(=O)NC1=CC=C(C=C1)C1=C(C(=NO1)C)NC(O[C@H](C)C1=C(C=CC=C1)Cl)=O)(F)F